6-methyl-N1-(3-(9-(tetrahydro-2H-pyran-2-yl)-9H-purin-6-yl)-pyridin-2-yl)benzene-1,3-diamine CC1=CC=C(C=C1NC1=NC=CC=C1C1=C2N=CN(C2=NC=N1)C1OCCCC1)N